C1(CC1)CNC1(CN(CC1)C=1N=NC(=CC1)C1=C(C=C(C(=C1)F)C1=CN=C(S1)C)OCOC)C N-(cyclopropylmethyl)-1-{6-[5-fluoro-2-(methoxymethoxy)-4-(2-methyl-1,3-thiazol-5-yl)phenyl]pyridazin-3-yl}-3-methylpyrrolidin-3-amine